C(C)N(CC(=O)NC)CC=O 2-[ETHYL(2-OXOETHYL)AMINO]-N-METHYLACETAMIDE